FC(C1=CC=CC=2N1N=C(C2)[C@H]2N(CCC1=C2N=CN1)C1=NC=C(C=C1)C(F)(F)F)F (S)-4-(7-(difluoromethyl)pyrazolo[1,5-a]pyridin-2-yl)-5-(5-(trifluoromethyl)pyridin-2-yl)-4,5,6,7-tetrahydro-1H-imidazo[4,5-c]pyridine